[Cl-].COCC[N+](C)(C)C methoxyethyltrimethylammonium chloride